O(C#N)C1=CC=C(C=C1)C(C(F)(F)F)(C(F)(F)F)C1=CC=C(C=C1)OC#N 2,2-bis(4-cyanatophenyl)Hexafluoropropane